N=1N(N=CC1)C1=C(C=CC=C1)C(=O)N1[C@@H]2[C@@H](C[C@H](C1)CC2)NC2=NC=C(N=C2)C(F)(F)F (2-(2H-1,2,3-triazol-2-yl)phenyl)((1S,4R,6R)-6-((5-(trifluoromethyl)pyrazin-2-yl)amino)-2-azabicyclo[2.2.2]octan-2-yl)methanone